8-bromo-2-ethylsulfanyl-3-methyl-6-(trifluoromethyl)benzopyran-4-one BrC1=CC(=CC=2C(C(=C(OC21)SCC)C)=O)C(F)(F)F